BrC1=NN(C(=N1)COCC1=CC=C(C=C1)OC)CC1=CC=C(C=C1)OC 3-bromo-1-(4-methoxybenzyl)-5-(((4-methoxybenzyl)oxy)methyl)-1H-1,2,4-triazole